(1-(4-(2-methylpyridin-4-yl)cyclohexyl)ethyl)carbamoyl azide CC1=NC=CC(=C1)C1CCC(CC1)C(C)NC(=O)N=[N+]=[N-]